3-methylimidazole L-proline salt N1[C@@H](CCC1)C(=O)O.CN1C=NC=C1